N1CC(C1)NC(C1=C(C=NC=C1NC1=C(C=C(C=C1)I)F)F)=O N-(azetidin-3-yl)-3-fluoro-5-((2-fluoro-4-iodophenyl)amino)isonicotinamide